Methyl 3-methylpyrazolo[1,5-a]pyridine-5-carboxylate CC=1C=NN2C1C=C(C=C2)C(=O)OC